N-cyclohexylaminomethylmethyl-diethoxysilane C1(CCCCC1)NC[Si](OCC)(OCC)C